CC1C(C1C)C(=O)O 2,3-dimethylcyclopropane-1-carboxylic acid